(2R,3R)-2-(6-chloro-2-(hept-1-yn-1-yl)-8-(thiophen-2-yl)-9H-purin-9-yl)tetrahydrofuran-3-ol ClC1=C2N=C(N(C2=NC(=N1)C#CCCCCC)[C@@H]1OCC[C@H]1O)C=1SC=CC1